ClC=1C=C(C=CC1F)N(C(=O)[C@H]1N(C(N(C1)CCC(=O)OC)=O)C1=NC(=CC(=C1)C(F)(F)F)C)C (S)-methyl 3-(4-((3-chloro-4-fluorophenyl)(methyl)carbamoyl)-3-(6-methyl-4-(trifluoromethyl)pyridin-2-yl)-2-oxoimidazolidin-1-yl)propanoate